C1(=CC=CC=C1)NC(=O)NC1=CN=C2N1N=C(C=C2)NC(C)C2=CC=CC=C2 1-phenyl-3-(6-(1-phenylethylamino)imidazo[1,2-b]pyridazin-3-yl)urea